4-(4-(2-(2,6-dioxopiperidin-3-yl)-1-oxoisoindolin-4-yl)but-3-yn-1-yl)Piperidine-1-carboxylic acid tert-butyl ester C(C)(C)(C)OC(=O)N1CCC(CC1)CCC#CC1=C2CN(C(C2=CC=C1)=O)C1C(NC(CC1)=O)=O